2-bromo-3,5-di-t-butyltoluene BrC1=C(C)C=C(C=C1C(C)(C)C)C(C)(C)C